2,4-dichlorodibenzothiophene ClC1=CC2=C(SC3=C2C=CC=C3)C(=C1)Cl